N-(5-(hydroxymethyl-d)thiazol-2-yl)acetamide OC(C1=CN=C(S1)NC(C)=O)[2H]